4-(ethylthio)benzene C(C)SC1=CC=CC=C1